NC1=C(C=C(C=N1)B(O)O)C(=O)OC (6-amino-5-(methoxycarbonyl)pyridine-3-yl)boronic acid